C(=O)(OCC1C2=CC=CC=C2C2=CC=CC=C12)N([C@@H](C)C(=O)O)C1=CC=NC=C1 fmoc-(4-pyridinyl)-L-alanine